(3R)-3-amino-1,1-dioxo-7-[5-[2-(trifluoromethyl)morpholin-4-yl]-1,3,4-oxadiazol-2-yl]-5-[[4-[5-(trifluoromethyl)-2-pyridinyl]phenyl]methyl]-2,3-dihydro-1λ6,5-benzothiazepine-4-One N[C@H]1CS(C2=C(N(C1=O)CC1=CC=C(C=C1)C1=NC=C(C=C1)C(F)(F)F)C=C(C=C2)C=2OC(=NN2)N2CC(OCC2)C(F)(F)F)(=O)=O